FC=1C(=CC=2C3=C(NC(C2C1)=O)COCC3N(C(=O)NC3=CC(=C(C=C3)F)C(F)F)C)F 1-(8,9-difluoro-6-oxo-1,4,5,6-tetrahydro-2H-pyrano[3,4-c]isoquinolin-1-yl)-3-(3-(difluoromethyl)-4-fluorophenyl)-1-methylurea